(2R,3S,4S)-4-hydroxy-2-[(4-methoxyphenyl)methyl]pyrrolidin-3-yl N-{[4-(pyrrolidin-2-yl)phenyl]methyl}carbamate N1C(CCC1)C1=CC=C(C=C1)CNC(O[C@H]1[C@H](NC[C@@H]1O)CC1=CC=C(C=C1)OC)=O